methyl 2-[1-[3,6-dimethyl-2-(2-oxa-7-azaspiro[3.5]nonan-7-yl)-4-oxo-quinazolin-8-yl]ethylamino]benzoate CN1C(=NC2=C(C=C(C=C2C1=O)C)C(C)NC1=C(C(=O)OC)C=CC=C1)N1CCC2(COC2)CC1